3-methylene-1,5-dihydrobenzo[e][1,3]dioxepine C=C1OCC2=C(CO1)C=CC=C2